C(=O)(O)[C@H](CCCCNC([C@H](CC1=CC2=CC=CC=C2C=C1)NC(=O)C1CC12CCNCC2)=O)NC(=O)N[C@@H](CCC(=O)O)C(=O)O (((1S)-1-carboxy-5-((2S)-3-(naphthalen-2-yl)-2-(6-azaspiro[2.5]octane-1-carboxamido)propanamido)pentyl)carbamoyl)-L-glutamic acid